methyl-(1S,3S)-2,2-difluoro-3-((4-(2-((((R)-1-(o-tolyl)ethoxy)carbonyl)amino)-1H-pyrrol-1-yl)phenyl)carbamoyl)cyclopropane C[C@@H]1C([C@@H]1C(NC1=CC=C(C=C1)N1C(=CC=C1)NC(=O)O[C@H](C)C1=C(C=CC=C1)C)=O)(F)F